4-(((1-((2-methoxynaphthalen-1-yl)methyl)naphthalen-2-yl)oxy)methyl)tert-butylpiperidine-1-carboxylic acid tert-butyl ester C(C)(C)(C)OC(=O)N1C(CC(CC1)COC1=C(C2=CC=CC=C2C=C1)CC1=C(C=CC2=CC=CC=C12)OC)C(C)(C)C